F[C@@H]1[C@@H](C1)C1=NC(=NO1)C1(CCN(CC1)C(=O)N[C@H]1[C@H](CCC[C@@H]1N1CCN(CC1)C(C)C)F)C 4-{5-[(1S,2S)-2-fluorocyclopropyl]-1,2,4-oxadiazol-3-yl}-N-{(1R,2S,6S)-2-fluoro-6-[4-(propan-2-yl)piperazin-1-yl]cyclohexyl}-4-methylpiperidine-1-carboxamide